BrC1=CC=C(C=C1)CCNC(=O)NCCC1=CC=C(C=C1)Br 1,3-Bis(4-bromophenyl-ethyl)urea